[Cl-].[Cl-].C[Si](=[Zr+2](C1C=CC=C1)C1C=C(C=C1)CCC)C dimethylsilylene(3-n-propylcyclopentadienyl)(cyclopentadienyl)zirconium dichloride